α-ketoglutarate ammonium salt [NH4+].O=C(C(=O)[O-])CCC(=O)[O-].[NH4+]